5-(6-(4,4-difluoropiperidine-1-carbonyl)-1,1a,2,7b-tetrahydro-3H-cyclopropa[c][1,8]naphthyridin-3-yl)-N-methylpicolinamide FC1(CCN(CC1)C(=O)C1=CC=2C3C(CN(C2N=C1)C=1C=CC(=NC1)C(=O)NC)C3)F